C(C)(C)(C)OC(=O)N(C(C(=O)OC1=C(C(=C(C(=C1F)F)F)F)F)C(C)C)C pentafluorophenyl 2-((tert-butoxycarbonyl) (methyl) amino)-3-methylbutyrate